BrC1=C(C(=O)OC\C=C(\CCC=C(C)C)/C)C=CC=C1 (E)-3,7-dimethylocta-2,6-dien-1-yl 2-bromobenzoate